3-bromo-N-cyclopropyl-1-(prop-2-en-1-yl)-1H-pyrrolo[3,2-b]pyridine-2-carboxamide BrC1=C(N(C=2C1=NC=CC2)CC=C)C(=O)NC2CC2